COC1=NC=C(C(=N1)OC)S(=O)(=O)C1=CC=C(C=C1)NC(NCC=1C=NC=CC1)=O 3-[4-(2,4-dimethoxypyrimidine-5-sulfonyl)phenyl]-1-(pyridin-3-ylmethyl)urea